6-[8-(1,3-benzothiazol-2-ylcarbamoyl)-3,4-dihydroisoquinolin-2(1H)-yl]-3-(1-{[1-(trifluoromethyl)cyclohexyl]methyl}-1H-pyrazol-4-yl)pyridine-2-carboxylic acid S1C(=NC2=C1C=CC=C2)NC(=O)C=2C=CC=C1CCN(CC21)C2=CC=C(C(=N2)C(=O)O)C=2C=NN(C2)CC2(CCCCC2)C(F)(F)F